adipyl-L-lysin C(CCCCC(=O)O)(=O)N[C@@H](CCCCN)C(=O)O